(S)-N-((S)-1-Cyano-2-(2-fluoro-8-(methylsulfonyl)-6H-benzo[c]chromen-3-yl)ethyl)-1,4-oxazepane-2-carboxamide C(#N)[C@H](CC1=C(C=C2C3=C(COC2=C1)C=C(C=C3)S(=O)(=O)C)F)NC(=O)[C@H]3OCCCNC3